diphenyl-p-methoxyphenyl-sulfonium trifluoromethanesulfonic acid salt FC(S(=O)(=O)[O-])(F)F.C1(=CC=CC=C1)[S+](C1=CC=C(C=C1)OC)C1=CC=CC=C1